S1C2=C(C=C1C1=NOCCS1=O)C=CC=C2 3-benzo[b]thiophen-2-yl-5,6-dihydro-1,4,2-oxathiazin-4-oxide